(3R,4S)-4-(2-methylprop-1-en-1-yl)-3-((triisopropylsilyl)oxy)azetidin-2-one CC(=C[C@H]1[C@H](C(N1)=O)O[Si](C(C)C)(C(C)C)C(C)C)C